2-[2-({2-Methyl-5-[6-(4-methyl-piperazin-1-ylcarbonyl)-pyridin-3-yl]-phenyl}-propyl-amino)-thiazol-4-yl]-pyrimidine-4,6-diamine CC1=C(C=C(C=C1)C=1C=NC(=CC1)C(=O)N1CCN(CC1)C)N(C=1SC=C(N1)C1=NC(=CC(=N1)N)N)CCC